2-((4-((1-methylpiperidin-4-yl)oxy)phenyl)amino)quinazolin CN1CCC(CC1)OC1=CC=C(C=C1)NC1=NC2=CC=CC=C2C=N1